S1C2=C(C=C1)C(=CC=C2)N2CCN(CC2)CCCCOC2=CC=C1CCC(N(C1=C2)C(=O)OC(C)C)=O isopropyl 7-(4-(4-(benzo[b]thiophen-4-yl)piperazin-1-yl)butoxy)-2-oxo-3,4-dihydroquinoline-1(2H)-carboxylate